C1(=CC=CC=C1)[B-](C1=C(C(=C(C(=C1F)F)F)F)F)(C1=C(C(=C(C(=C1F)F)F)F)F)C1=C(C(=C(C(=C1F)F)F)F)F.C1(=CC=CC=C1)[C+](C1=CC=CC=C1)C1=CC=CC=C1 triphenylmethylium phenyl-tris(pentafluorophenyl)borate